FC1=C(N)C=C(C(=C1)C)C=1C=C(C=2N(C1)C=CN2)N2CC1CCC(C2)O1 2-fluoro-4-methyl-5-(8-{8-oxa-3-azabicyclo[3.2.1]octan-3-yl}imidazo[1,2-a]pyridin-6-yl)aniline